4-(2,5-dichlorophenyl)-5-methyl-2-(2-thienyl)imidazole ClC1=C(C=C(C=C1)Cl)C=1N=C(NC1C)C=1SC=CC1